2-fluoro-2-phenyl-1,3-propanediyl dicarbamate C(N)(OCC(COC(N)=O)(C1=CC=CC=C1)F)=O